(E)-3,7-dimethylocta-2,6-dien-1-yl formate C(=O)OC\C=C(\CCC=C(C)C)/C